C1(=CC=CC=C1)N1N=C(C(=C1)/C=C/C(=O)N1C(CCCC1)C(=O)N)C1=CC=CC=C1 (E)-1-(3-(1,3-diphenyl-1H-pyrazol-4-yl)acryloyl)piperidine-2-carboxamide